ClC1=C(C(=NC(=N1)N)NCCN1CCN(CC1)C1CCCC1)N 6-chloro-N4-(2-(4-cyclopentylpiperazin-1-yl)ethyl)pyrimidine-2,4,5-triamine